ClC=1SC2=C(N1)N(C(=C2)C(=O)OCC)C ethyl 2-chloro-4-methyl-4H-pyrrolo[2,3-d]thiazole-5-carboxylate